methyl 2-((2-(2,6-difluoro-4-(methylcarbamoyl)phenyl)-7-methylimidazo[1,2-a]pyridin-3-yl)methyl)-1,4-oxazepane-4-carboxylate FC1=C(C(=CC(=C1)C(NC)=O)F)C=1N=C2N(C=CC(=C2)C)C1CC1OCCCN(C1)C(=O)OC